C(CC)C1CCC(CC1)C1CCC(CC1)CCC trans-4-propyl-4'-propyl-1,1'-bicyclohexane